2-chloro-3-(methoxycarbonyl)-5-methylpyridine-1-oxide ClC1=[N+](C=C(C=C1C(=O)OC)C)[O-]